((7S,8S)-18-ethyl-2,5,8,12,17-pentamethyl-13-(1-(3-(((2S,3R,4S,5S,6R)-3,4,5-trihydroxy-6-(hydroxymethyl) tetrahydro-2H-pyran-2-yl) thio) propoxy) ethyl)-7H,8H-porphyrin-7-yl) propanoate C(CC)(=O)O[C@@H]1C2=C(C3=CC(=C(N3)C=C3C(=C(C(C=C4C(=C(C(=CC([C@@H]1C)=N2)N4)C)C(C)OCCCS[C@@H]4O[C@@H]([C@H]([C@@H]([C@H]4O)O)O)CO)=N3)C)CC)C)C